FC=1C=C(C#N)C=C(C1)OC=1C=CC(=C2C=NNC12)S(=O)(=O)C(F)(F)F 3-fluoro-5-[4-(trifluoromethylsulfonyl)-1H-indazol-7-yloxy]benzonitrile